OC(=O)C(F)(F)F.C(C)OC(=O)C1=C(C=NN1CC1=CC=C(C=C1)OC)C1=C2CCN(C2=CC=C1)C([C@H]1NCCC1)=O (S)-1-(4-methoxybenzyl)-4-(1-prolyl-indolin-4-yl)-1H-pyrazole-5-carboxylic acid ethyl ester TFA salt